BrC1=C(N(C2=CC=C(C=C2)C(C)(C)C)C2=C(C(=CC(=C2)C(C)(C)C)SC2=CC=C(C=C2)C(C)(C)C)Br)C=C(C=C1N1C2=CC=C(C=C2C=2C=C(C=CC12)C(C)(C)C)C(C)(C)C)C(C)(C)C 2-bromo-N-(2-bromo-5-(tert-butyl)-3-((4-(tert-butyl)phenyl)thio)phenyl)-5-(tert-butyl)-N-(4-(tert-butyl)phenyl)-3-(3,6-di-tert-butyl-9H-carbazol-9-yl)aniline